COC=1C(=CC2=NC3=CC=C(C=C3N=C2C1)N)N 3-methoxyphenazine-2,7-diamine